CC(C)(C(=O)C1=CC=C(C=C1)CC2=CC=C(C=C2)C(=O)C(C)(C)O)O 1,1-(methylene-di-4,1-phenylene)bis[2-hydroxy-2-methyl-1-propanone]